NC1=CC(=C(C=C1)C1=CC2=C(N=C(N=C2)N(C2=NN=C(C3=CC=CC=C23)C=2SC=C(C2)C)C)N2C1=NCC2)C 6-(4-amino-2-methylphenyl)-N-methyl-N-(4-(4-methylthiophen-2-yl)phthalazin-1-yl)-8,9-dihydroimidazo[1',2':1,6]pyrido[2,3-d]pyrimidin-2-amine